zinc pentaborate B([O-])([O-])O.B(O)(O)O.B(O)(O)O.B(O)(O)O.B(O)(O)O.[Zn+2]